6-{[2-(azidomethyl)imidazo[1,2-a]pyridin-6-yl]methyl}-6-azaspiro[3.4]octane N(=[N+]=[N-])CC=1N=C2N(C=C(C=C2)CN2CC3(CCC3)CC2)C1